(S)-2-((2-(6-((4-chloro-2-fluorobenzyl)oxy)pyridin-2-yl)-2,6-dihydropyrrolo[3,4-c]pyrazol-5(4H)-yl)methyl)-1-(oxetan-2-ylmethyl)-1H-benzo[d]imidazole ClC1=CC(=C(COC2=CC=CC(=N2)N2N=C3C(=C2)CN(C3)CC3=NC2=C(N3C[C@H]3OCC3)C=CC=C2)C=C1)F